(6-chloro-2,6'-dimethoxy-[1,1'-biphenyl]-3-ylmethyl)pyrrolidine ClC1=CC=C(C(=C1C1=CC=CC=C1OC)OC)CN1CCCC1